Tris-chloropropyl-phosphate ClCCCOP(=O)(OCCCCl)OCCCCl